N1N=CC=2C1=C(N=CC2)C=O 1H-PYRAZOLO[3,4-C]PYRIDINE-7-CARBALDEHYDE